FC1=C(C=CC(=C1)F)C1=C(C=C2CNC(C2=C1)=O)C=1C(=NC=CC1)C(F)(F)F 6-(2,4-difluorophenyl)-5-(2-(trifluoromethyl)pyridin-3-yl)isoindolin-1-one